N-(4-cyanobicyclo[2.2.2]octan-1-yl)-2-((3-(2,6-dioxopiperidin-3-yl)-1-methyl-1H-indazol-7-yl)oxy)acetamide C(#N)C12CCC(CC1)(CC2)NC(COC=2C=CC=C1C(=NN(C21)C)C2C(NC(CC2)=O)=O)=O